4,5-dimethyl-phthalonitrile CC=1C=C(C(C#N)=CC1C)C#N